C(CCCCCCCCCCCCCCC)OC(CCC1=CC(=C(C(=C1)C(C)(C)C)O)C(C)(C)C)=O 3-(3',5'-di-tert.-butyl-4'-hydroxyphenyl)propionic acid hexadecyl ester